COC=1C=C(C=CC1OC)C1=NC2=C(N1C1CC(C1)C(NC)=O)C=C(C=C2)C(=O)NCCCN(C)C 2-(3,4-dimethoxyphenyl)-N-(3-(dimethylamino)propyl)-1-((1r,3r)-3-(methylcarbamoyl)cyclobutyl)-1H-benzo[d]imidazole-6-carboxamide